methyl [2-(6-chloropyrimidine-4-oxy) phenyl]-3,3-dimethoxypropionate ClC1=CC(=NC=N1)OC1=C(C=CC=C1)C(C(=O)OC)C(OC)OC